COC(=O)C1=C(N=CS1)NC(C1=CC(=C(C(=C1)Cl)O)Cl)=O 4-(3,5-dichloro-4-hydroxybenzoamido)-1,3-thiazole-5-carboxylic acid methyl ester